azulenesulfonic acid (azulenesulfonate) C1(=CC=C2C=CC=CC=C12)S(=O)(=O)O.C1(=CC=C2C=CC=CC=C12)S(=O)(=O)O